methyl 1-(5-(benzo[d]oxazol-5-yl)-2,3-dihydro-1H-inden-1-yl)piperidine-4-carboxylate O1C=NC2=C1C=CC(=C2)C=2C=C1CCC(C1=CC2)N2CCC(CC2)C(=O)OC